(4-(bicyclo[1.1.1]pentan-1-ylamino)-2-(methylthio)pyrimidin-5-yl)methanol C12(CC(C1)C2)NC2=NC(=NC=C2CO)SC